1-(4-(1,4-dimethyl-2-(4-(methylsulfonyl)phenyl)-1H-imidazo[4,5-c]pyridin-6-yl)benzyl)-N,N-dimethylpiperidin-4-amine CN1C(=NC=2C(=NC(=CC21)C2=CC=C(CN1CCC(CC1)N(C)C)C=C2)C)C2=CC=C(C=C2)S(=O)(=O)C